BrC=1C=CC=C2/C(/C(NC12)=O)=C/1\C(N(/C(/S1)=N/C1=CC=C(C#N)C=C1)CCN1CCOCC1)=O 4-(((Z)-5-((Z)-7-bromo-2-oxoindoline-3-ylidene)-3-(2-morpholinoethyl)-4-oxothiazolidin-2-ylidene)amino)benzonitrile